C(C)(C)(C)C=1C=C(C=C(C1)B1OC(C(O1)(C)C)(C)C)C1=NC=CC(=C1)C1=CC=C(C=C1)F 2-(3-(tert-butyl)-5-(4,4,5,5-tetramethyl-1,3,2-dioxaborolan-2-yl)phenyl)-4-(4-fluorophenyl)pyridine